4,6-DIHYDROXY-5-FORMYLPYRIMIDINE OC1=NC=NC(=C1C=O)O